6-(2-chloro-6-fluoro-3,5-dimethoxyphenyl)-3-(1-methyl-4-nitro-1H-pyrazol-5-yl)-4,5,6,7-tetrahydro-1H-indazole ClC1=C(C(=C(C=C1OC)OC)F)C1CCC=2C(=NNC2C1)C1=C(C=NN1C)[N+](=O)[O-]